ClC=1C=C(C=CC1C(F)(F)F)C(=O)N1CCC(CC1)C1=NOC(=C1)NCC(F)(F)F [3-chloro-4-(trifluoromethyl)phenyl]-[4-[5-(2,2,2-trifluoroethylamino)isoxazol-3-yl]-1-piperidyl]methanone